C(C)(=O)O.FC=1C(=C(C=CC1F)C(=O)N1CC(C1)(O)CNCC1CCOCC1)NC1=C(C=C(C=C1)I)F 1-({3,4-difluoro-2-[(2-fluoro-4-iodophenyl)amino]phenyl}carbonyl)-3-{[(tetrahydro-2H-pyran-4-ylmethyl)amino]methyl}azetidin-3-ol acetate salt